Rac-(2s,3r)-3-amino-4,4-difluoro-2-((2-fluoro-[1,1'-biphenyl]-3-yl)methyl)pyrrolidine-1-carboxylic acid tert-butyl ester C(C)(C)(C)OC(=O)N1[C@H]([C@H](C(C1)(F)F)N)CC=1C(=C(C=CC1)C1=CC=CC=C1)F |r|